C(C1=CC=CC=C1)C(C(=O)O)CC.C(CCC)(=O)OCC1=CC=CC=C1 Benzyl Butyrate (benzyl butanoate)